OC=1C=CC(=NC1)COC1=CC=C2CCN=CC2=C1 7-((5-Hydroxypyridin-2-yl)methoxy)-3,4-dihydroisoquinolin